2-triEthoxysilylethyl-N,N-dimethylthiocarbamoyltetrasulfide C(C)O[Si](CCS=C(N(C)C)SSSSC(N(C)C)=SCC[Si](OCC)(OCC)OCC)(OCC)OCC